trimethylammonium potassium acetoacetate C(CC(=O)C)(=O)[O-].[K].C[NH+](C)C